germaanthrone [GeH]1=CC=CC=2CC3=CC=CC=C3C(C12)=O